FC=1N=C(SC1CN1C[C@H](CCC1)CC1=CC(=NC=C1)C)NC(C)=O (R)-N-(4-fluoro-5-((3-((2-methylpyridin-4-yl)methyl)piperidin-1-yl)methyl)thiazol-2-yl)acetamide